N-((1S)-3-fluoro-1-hydroxy-1-(4-(methylsulfonyl)phenyl)propan-2-yl)-3,4-dihydroxybenzamide FCC([C@H](C1=CC=C(C=C1)S(=O)(=O)C)O)NC(C1=CC(=C(C=C1)O)O)=O